N1([C@@H]2[C@H](CC1)CNC2)C=2C1=C(N=CN2)C=CN=C1 4-((3aR,6aR)-hexahydropyrrolo[3,4-b]pyrrol-1(2H)-yl)pyrido[4,3-d]pyrimidine